N-(4-nitrophenyl)-2-phenylimidazo[1,2-a]pyridin-3-amine [N+](=O)([O-])C1=CC=C(C=C1)NC1=C(N=C2N1C=CC=C2)C2=CC=CC=C2